2-(2-((5-bromo-1-(cyclopropylmethyl)-1H-indazol-3-yl)methoxy)phenyl)acetic acid ethyl ester C(C)OC(CC1=C(C=CC=C1)OCC1=NN(C2=CC=C(C=C12)Br)CC1CC1)=O